(S)-2-(4-(2,4-difluorobenzoyl)piperazine-1-carbonyl)pyrrolidine-1-carboxylic acid tert-butyl ester C(C)(C)(C)OC(=O)N1[C@@H](CCC1)C(=O)N1CCN(CC1)C(C1=C(C=C(C=C1)F)F)=O